N-(2-chloro-4-methylbenzyl)-5,8-dimethoxy-1,2,3,4-tetrahydronaphthalen-2-amine ClC1=C(CNC2CC3=C(C=CC(=C3CC2)OC)OC)C=CC(=C1)C